C(C)(C)(C)OC(=O)N(C(OC(C)(C)C)=O)C1=C2C(=NC=N1)N(N=C2)[C@@H]2C=C([C@H]1OC(O[C@H]12)(C)C)C=O tert-Butyl (tert-butoxycarbonyl)(1-((3aS,4R,6aR)-6-formyl-2,2-dimethyl-3a,6a-dihydro-4H-cyclopenta[d][1,3]dioxol-4-yl)-1H-pyrazolo[3,4-d]pyrimidin-4-yl)carbamate